CC(=C)C(C=C)O 2-methyl-1,4-pentadien-3-ol